ClC1=CC=C(C=C1)C1=CC=C(C=C1)CCN[C@@H]1C=C([C@@H]([C@@H]([C@H]1O)O)O)CF (1S,2S,3S,6R)-6-((2-(4'-chloro-[1,1'-biphenyl]-4-yl)ethyl)amino)-4-(fluoromethyl)cyclohex-4-ene-1,2,3-triol